(S)-2-(4-(4-chlorophenyl)-2,3,9-trimethyl-6H-thieno[3,2-f][1,2,4]triazolo[4,3-a][1,4]diazepin-6-yl)-N-(3-(5-(3-hydroxyprop-1-yn-1-yl)pyridin-2-yl)prop-2-yn-1-yl)acetamide ClC1=CC=C(C=C1)C1=N[C@H](C=2N(C3=C1C(=C(S3)C)C)C(=NN2)C)CC(=O)NCC#CC2=NC=C(C=C2)C#CCO